C1(=CC=CC2=CC=CC=C12)CNC(C[C@H](C)C(C(=O)N)(CC(=O)N)NC(CCC1=CC=CC=C1)=O)=O ((S)-4-((naphthalen-1-ylmethyl)amino)-4-oxobutan-2-yl)-2-(3-phenylpropionylamino)succinamide